C[C@H]1[C@](CC1)(O)C1=CC=2C(=NC(=CC2)C2=CC=3C(N=C2)=NN(C3)C)S1 (1S,2R)-2-methyl-1-(6-(2-methyl-2H-pyrazolo[3,4-b]pyridin-5-yl)thieno[2,3-b]pyridin-2-yl)cyclobutanol